C(C)(C)(C)S(=O)(=O)C=1C(=CC=2N(C1)C(=CN2)C2=CC(=NC(=C2)F)NC(CCC(=O)OC)=O)OC Methyl 4-((4-(6-(tert-butylsulfonyl)-7-methoxyimidazo[1,2-a]pyridin-3-yl)-6-fluoropyridin-2-yl)amino)-4-oxobutanoate